3-(4-hydroxybutyl)-1H-indole-5-carbonitrile OCCCCC1=CNC2=CC=C(C=C12)C#N